2-Ethyl-Hexanol methyl-6-((tert-butoxycarbonyl)amino)-2-((dimethylamino)methyl)nicotinate CC=1C(=NC(=C(C(=O)OCC(CCCC)CC)C1)CN(C)C)NC(=O)OC(C)(C)C